O=C1NC(CCC1N1C(C2=CC=CC(=C2C1=O)NCC1=CC=CC=C1)=O)=O 2-(2,6-dioxo(3-piperidinyl))-4-(benzylamino)isoindolin-1,3-dione